(2S,3S,4R,5R)-5-{4-amino-5-cyano-7H-pyrrolo[2,3-d]pyrimidin-7-yl}-N-[2-(azetidin-1-yl)quinolin-7-yl]-3,4-dihydroxyoxolane-2-carboxamide NC=1C2=C(N=CN1)N(C=C2C#N)[C@H]2[C@@H]([C@@H]([C@H](O2)C(=O)NC2=CC=C1C=CC(=NC1=C2)N2CCC2)O)O